N-{5-[(1S)-1-methoxyethyl]-1-(pyridin-2-yl)-1H-pyrazol-4-yl}carbamic acid tert-butyl ester C(C)(C)(C)OC(NC=1C=NN(C1[C@H](C)OC)C1=NC=CC=C1)=O